C12CN(CC2C1)CCCOC1=CC=C(C=N1)C1=CC=2C3=C(N=NC2C=C1F)N(C(N3C(C)C)=O)C 8-(6-(3-(3-azabicyclo[3.1.0]hexane-3-yl)propoxy)pyridin-3-yl)-7-fluoro-1-isopropyl-3-methyl-1,3-dihydro-2H-imidazo[4,5-c]cinnolin-2-one